FC1=C(COC2=CC=CC(=N2)C2CCN(CC2)[C@@H](C)C2=NC3=C(N2C[C@H]2OCC2)C=C(C=C3)C(=O)OC(C)C)C=C(C=C1)F isopropyl 2-((S)-1-(4-(6-((2,5-difluorobenzyl) oxy) pyridin-2-yl) piperidin-1-yl) ethyl)-1-(((S)-oxetan-2-yl) methyl)-1H-benzo[d]imidazole-6-carboxylate